C(CCC)NC=1C(=C2C(CCC(C2=C(C1)O)=O)=O)O 6-butylamino-2,3-dihydro-5,8-dihydroxynaphthalene-1,4-dione